tert-butyl-dimethyl-[3-[5-(4,4,5,5-tetramethyl-1,3,2-dioxaborolan-2-yl)pyrazol-1-yl]propoxy]silane C(C)(C)(C)[Si](OCCCN1N=CC=C1B1OC(C(O1)(C)C)(C)C)(C)C